ClC1=CC(=C(C=C1C#N)NS(=O)(=O)C=1C=C(C(=O)O)C=CC1C1CC1)O[C@@H]1COCC1 (S)-3-(N-(4-chloro-5-cyano-2-((tetrahydrofuran-3-yl)oxy)phenyl)sulfamoyl)-4-cyclopropylbenzoic acid